N-[(3S)-9-fluoro-2-oxo-5-phenyl-1,3-dihydro-1,4-benzodiazepin-3-yl]-2-(2-fluorophenyl)-6-(hydroxymethyl)-6,7-dihydro-5H-pyrazolo[5,1-b][1,3]oxazine-3-carboxamide FC1=CC=CC=2C(=N[C@@H](C(NC21)=O)NC(=O)C=2C(=NN1C2OCC(C1)CO)C1=C(C=CC=C1)F)C1=CC=CC=C1